C(C)(=O)N1CC2(C1)N(C(CN(C2=O)C2CCC(CC2)C#N)=O)CC2=CC=C(C=C2)C(F)(F)F (1r,4r)-4-(2-acetyl-6,9-dioxo-5-(4-(trifluoromethyl)benzyl)-2,5,8-triazaspiro[3.5]nonan-8-yl)cyclohexane-1-carbonitrile